7-methoxy-2-methyl-1-phenyl-1,2,3,4-tetrahydroisoquinoline-1-carbonitrile COC1=CC=C2CCN(C(C2=C1)(C#N)C1=CC=CC=C1)C